C(#N)C1(CCN(CC1)C1=C(C=NC2=CC(=C(C=C12)OC)OC)C(=O)N1CCN(CC1)C(=O)NCC)C 4-(4-(4-cyano-4-methylpiperidin-1-yl)-6,7-dimethoxyquinoline-3-carbonyl)-N-ethylpiperazine-1-carboxamide